F[C@@H]1CNC[C@H]1F |r| rac-(3R,4R)-3,4-difluoropyrrolidine